((4-((5-cyanopyridin-2-yl)oxy)-3-methylphenyl)carbamoyl)-3-methoxycyclobutane-1-carboxamide C(#N)C=1C=CC(=NC1)OC1=C(C=C(C=C1)NC(=O)C1(CC(C1)OC)C(=O)N)C